tetra(butenyl)palladium(0) C(=CCC)[Pd-4](C=CCC)(C=CCC)C=CCC